trans-[4-(methylamino)cyclohexyl]-methanesulfonic acid CN[C@@H]1CC[C@H](CC1)CS(=O)(=O)O